(3-((2,4-dichlorophenoxy)methyl)phenyl)methanol 1-Citronellyl-Phenylacetate C(CC(C)CCC=C(C)C)C(C(=O)OCC1=CC(=CC=C1)COC1=C(C=C(C=C1)Cl)Cl)C1=CC=CC=C1